1-(4-(1H-benzo[d]imidazole-5-carbonyl)piperazin-1-yl)-3-(4-bromophenyl)prop-2-en-1-one N1C=NC2=C1C=CC(=C2)C(=O)N2CCN(CC2)C(C=CC2=CC=C(C=C2)Br)=O